methyl 5-chloro-1-((2-(trimethylsilyl) ethoxy) methyl)-1H-pyrrolo[3,2-b]pyridine-7-carboxylate ClC1=CC(=C2C(=N1)C=CN2COCC[Si](C)(C)C)C(=O)OC